C(CCCC)O pent-yl alcohol